OC1=C(C=CC(=C1)O)C(\C=C\C1=CC=C(C=C1)N1CCCC1)=O (E)-1-(2,4-Dihydroxyphenyl)-3-(4-pyrrolidin-1-ylphenyl)prop-2-en-1-one